tert-butyl N-(4-bromo-2-pyridyl)carbamate BrC1=CC(=NC=C1)NC(OC(C)(C)C)=O